COC(CCCC=O)=O 5-OXO-PENTANOIC ACID METHYL ESTER